4-(1-((1,5-dimethyl-1H-pyrazol-4-yl)sulfonyl)piperidin-4-yl)-3-methylpyridine CN1N=CC(=C1C)S(=O)(=O)N1CCC(CC1)C1=C(C=NC=C1)C